C(C)C1=C2C3=C(C(=NC2=CN=C1)Cl)NC1=C3C=CN=C1 ethyl-6-chloro-7H-pyrido[4',3':4,5]pyrrolo[2,3-c][1,7]naphthyridine